(3R,4S,5R)-3-amino-4-hydroxy-5-methylpiperidine N[C@@H]1CNC[C@H]([C@@H]1O)C